COC1=CC=C(C=C1)C(OC[C@@H]1[C@H]([C@H]([C@@H](O1)CCCNC(CCCCCCCCCCCCCCC)=O)OC)O)(C1=CC=CC=C1)C1=CC=C(C=C1)OC N-{3-[(2S,3R,4R,5R)-5-{[bis(4-methoxyphenyl)(phenyl)methoxy]methyl}-4-hydroxy-3-methoxyoxolan-2-yl]propyl}hexadecanamide